(+-)-3,6-DIHYDRO-4,6-DIMETHYL-2-PRENYL-2H-PYRAN CC=1CC(OC(C1)C)CC=C(C)C